3-(6-oxo-1'-(quinolin-7-ylmethyl)-6,8-dihydro-2H,7H-spiro[furo[2,3-e]isoindole-3,4'-piperidin]-7-yl)piperidine-2,6-dione O=C1N(CC2=C3C(=CC=C12)C1(CCN(CC1)CC1=CC=C2C=CC=NC2=C1)CO3)C3C(NC(CC3)=O)=O